6-(4-(5-(3,5-difluorophenyl)4,5-dihydro-1H-pyrazole-1-carbonyl)-4,7-diazaspiro[2.5]octane-7-yl)pyrimidine-4-carbonitrile FC=1C=C(C=C(C1)F)C1CC=NN1C(=O)N1C2(CC2)CN(CC1)C1=CC(=NC=N1)C#N